N,N,N'-tricyclohexyl-p-phenylenediamine C1(CCCCC1)N(C1=CC=C(C=C1)NC1CCCCC1)C1CCCCC1